N-(5-(((cyclopropylmethyl)amino)(phenyl)methyl)-2-fluorophenyl)-3-(trifluoromethyl)-1H-pyrazole-5-carboxamide C1(CC1)CNC(C=1C=CC(=C(C1)NC(=O)C1=CC(=NN1)C(F)(F)F)F)C1=CC=CC=C1